2,4-bis[(2,6-dimethylphenyl)imino]pentane Iron Chloride [Fe](Cl)Cl.CC1=C(C(=CC=C1)C)N=C(C)CC(C)=NC1=C(C=CC=C1C)C